FC1=C2C(=C(C=3SC4=CC(=C(C=C4SC13)N=C(C1=CC=CC=C1)C1=CC=CC=C1)N=C(C1=CC=CC=C1)C1=CC=CC=C1)F)SC1=C(S2)C=C(C(=C1)N=C(C1=CC=CC=C1)C1=CC=CC=C1)N=C(C1=CC=CC=C1)C1=CC=CC=C1 N,N',N'',N'''-(6,13-Difluorobenzo[5,6][1,4]Dithiino[2,3-b]Thianthrene-2,3,9,10-Tetrayl)tetrakis(1,1-Diphenylmethanimine)